(1R,2S,3S,5S)-3-((5-bromopyrazin-2-yl)(cyclopropyl)amino)-2-fluoro-8-azabicyclo[3.2.1]octane-8-carboxylic acid tert-butyl ester C(C)(C)(C)OC(=O)N1[C@H]2[C@H]([C@H](C[C@@H]1CC2)N(C2CC2)C2=NC=C(N=C2)Br)F